ClC1=CC=C(C=C1)C1=CC(=NC(=N1)C=1C=NC=CC1)N1CC(CCC1)O (6-(4-chlorophenyl)-2-(pyridin-3-yl)pyrimidin-4-yl)piperidin-3-ol